O=C1NC(CCC1N1C(C2=CC=C(C(=C2C1)O)CNC(OC(C)(C)C)=O)=O)=O tert-butyl N-[[2-(2,6-dioxo-3-piperidyl)-4-hydroxy-1-oxo-isoindolin-5-yl]methyl]carbamate